ClCC=1N=NN(C1)CCS(=O)(=O)C 4-(chloromethyl)-1-(2-(methylsulfonyl)ethyl)-1H-1,2,3-triazole